C(CCCCCCCCCC=CCCCCCCCC)(=O)OCCCCCCCCCCCCCCCCCCCC arachidyl eicos-11-enoate